C(C)(C)(C)N(C(O)=O)C(C)C1CCC(CC1)C(N)=O.CN1C=2C(NC(=NC2NCC1CNC1=CC=C(C(N[C@@](C(C(C(=O)O)([2H])[2H])([2H])[2H])(C(=O)O)[2H])=O)C=C1)N)=O 5-methyltetrahydrofolic acid-d5 tert-butyl-(1-((1r,4r)-4-carbamoylcyclohexyl)ethyl)-carbamate